N-(3-chloro-5-(trifluoromethyl)phenyl)-3-(imidazo[1,2-b]pyridazin-3-ylethynyl)-2-methylbenzamide ClC=1C=C(C=C(C1)C(F)(F)F)NC(C1=C(C(=CC=C1)C#CC1=CN=C2N1N=CC=C2)C)=O